FC1=C(C(=CC=C1)OC)C=1C(=CC=C(C1)C=1C=NN(C1)C1=NC(=CC=C1)N1CC2CCC(C1)N2C)C(=O)N 2'-Fluoro-6'-methoxy-5-[1-(6-{8-methyl-3,8-diazabicyclo[3.2.1]octan-3-yl}pyridin-2-yl)-1H-pyrazol-4-yl]-[1,1'-biphenyl]-2-carboxamide